ClC=1C=C(C=C(C1)C1(CC1)S(=O)(=O)C)C=1N(N=C2C(NCCC21)C)C 3-[3-chloro-5-(1-methylsulfonylcyclopropyl)phenyl]-2,7-dimethyl-4,5,6,7-tetrahydro-pyrazolo[3,4-c]pyridine